C(C)S(=O)(=O)N1N=C(C=C1)N\C(\C)=C\1/C(NC2=CN=C(C=C21)C=2C=NC=CC2C)=O (Z)-3-(1-((1-(Ethylsulfonyl)-1H-pyrazol-3-yl)amino)ethylidene)-5-(4-methylpyridin-3-yl)-1H-pyrrolo[2,3-c]pyridin-2(3H)-one